ethyl (1S,2R)-2-(2-(benzyloxy)ethyl)cyclopropanecarboxylate C(C1=CC=CC=C1)OCC[C@@H]1[C@H](C1)C(=O)OCC